[3-[2-(3-Chlorophenyl)ethynyl]-6,8-dihydro-5H-[1,2,4]triazolo[4,3-a]pyrazin-7-yl]-(1-piperidinyl)methanone ClC=1C=C(C=CC1)C#CC1=NN=C2N1CCN(C2)C(=O)N2CCCCC2